1-((S)-tert-butylsulfinyl)aziridine-2,3-dicarboxylate C(C)(C)(C)[S@](=O)N1C(C1C(=O)[O-])C(=O)[O-]